5-(3-(3,3-dimethylbutoxy)phenyl)-6-(2-isopropylphenyl)pyridin-2-amine CC(CCOC=1C=C(C=CC1)C=1C=CC(=NC1C1=C(C=CC=C1)C(C)C)N)(C)C